FC=1C=C(C=CC1)C=1NC=C(N1)C1=CC(=CC=C1)F 2-(3-fluorophenyl)-4-(3-fluorophenyl)imidazole